ClC1=CC=C(C=N1)CN(C1=CC(OC1)=O)C1=CC(=C(C(=C1)F)F)F 4-(((6-chloropyridin-3-yl)methyl)(3,4,5-trifluorophenyl)amino)furan-2(5H)-one